BrC1=C(C=C2C(=NC(=NC2=C1F)Cl)NC1CN(C1)C(=O)OC(C)(C)C)I tert-butyl 3-[(7-bromo-2-chloro-8-fluoro-6-iodo-quinazolin-4-yl)amino]azetidine-1-carboxylate